C(=C/CCCCCCCC)/[C@@H]1CCC(O1)=O (S)-(Z)-5-(Dec-1-enyl)-oxacyclopentan-2-one